The molecule is the beta-anomer of 5-phospho-D-ribosylamine. It has a role as an Escherichia coli metabolite and a mouse metabolite. It is a conjugate acid of a 5-phospho-beta-D-ribosylaminium(1-). C([C@@H]1[C@H]([C@H]([C@@H](O1)N)O)O)OP(=O)(O)O